ethyl hydrogen fumarate C(\C=C\C(=O)O)(=O)OCC